(R)-styrene C=CC1=CC=CC=C1